methyl 4-amino-1-(4-chlorophenyl)-7-isopropoxy-2-oxo-1,2-dihydro-1,8-naphthyridine-3-carboxylate NC1=C(C(N(C2=NC(=CC=C12)OC(C)C)C1=CC=C(C=C1)Cl)=O)C(=O)OC